5-(2-(benzyloxy)ethyl)-3-nitrophthalic acid C(C1=CC=CC=C1)OCCC1=CC(=C(C(C(=O)O)=C1)C(=O)O)[N+](=O)[O-]